2-[3-ethylsulfonyl-6-(trifluoromethyl)imidazo[1,2-a]pyridin-2-yl]-3-methyl-6-(trifluoromethyl)imidazo[4,5-c]pyridine C(C)S(=O)(=O)C1=C(N=C2N1C=C(C=C2)C(F)(F)F)C2=NC1=C(C=NC(=C1)C(F)(F)F)N2C